(2S)-1-[4-({6-[(2,6-Difluorophenyl)amino]-4-pyrimidinyl}amino)phenoxy]-3-(dimethylamino)-2-propanol FC1=C(C(=CC=C1)F)NC1=CC(=NC=N1)NC1=CC=C(OC[C@H](CN(C)C)O)C=C1